COC1=C(C=CC=C1)C=1N=C2N(C(C1)=O)C=C(C=C2C(C)NC2=C(C(=O)O)C=CC=C2)C 2-((1-(2-(2-methoxyphenyl)-7-methyl-4-oxo-4H-pyrido[1,2-a]pyrimidin-9-yl)ethyl)amino)benzoic acid